P(=O)([O-])([O-])O.[Na+].[Na+] disodium phosphate